C(C)(C)(C)OC(=O)N1CCC2([C@@H](C=3N(N=CC3F)C2)NC(=O)OC(C)(C)C)CC1 (S)-4'-((tert-Butoxycarbonyl)amino)-3'-fluoro-4'H,6'H-spiro[piperidine-4,5'-pyrrolo[1,2-b]pyrazole]-1-carboxylic acid tert-butyl ester